6-bromo-N-methyl-N-[1-(2-pyrimidin-2-yl-1,2,4-triazol-3-yl)ethyl]-8-(trifluoromethyl)quinazolin-4-amine BrC=1C=C2C(=NC=NC2=C(C1)C(F)(F)F)N(C(C)C=1N(N=CN1)C1=NC=CC=N1)C